tert-butyl 4-(3-chloro-5-methyl-5H-pyrrolo[2,3-b]pyrazin-6-yl)piperidine-1-carboxylate ClC1=CN=C2C(=N1)N(C(=C2)C2CCN(CC2)C(=O)OC(C)(C)C)C